CC(=O)OC[C@]12CCCC([C@@H]1CC[C@@]3([C@@H]2C[C@H]([C@]4([C@H]3CC=C5[C@@H]4[C@@H](OC5)O)C)O)C)(C)C The molecule is a scalarane sesterterpenoid that is 23-acetoxy-12-epi-deoxoscalarin in which the acetoxy group at position 12 is replaced by a hydroxy group. It has been isolated from the sponge, Hyattella species. It has a role as an animal metabolite. It is an acetate ester, an organic heteropentacyclic compound and a scalarane sesterterpenoid. It derives from a 23-acetoxy-12-epi-deoxoscalarin.